2-[(2,3-Dimethylphenyl)amino]benzoic acid CC1=C(C=CC=C1C)NC1=C(C(=O)O)C=CC=C1